1-(4-(4-((5-phenoxypyridin-2-yl)amino)pyrido[3,2-d]pyrimidin-6-yl)piperazin-1-yl)prop-2-en-1-one O(C1=CC=CC=C1)C=1C=CC(=NC1)NC=1C2=C(N=CN1)C=CC(=N2)N2CCN(CC2)C(C=C)=O